(3R)-3-amino-7-(5-tert-butyl-6-methyl-3-pyridinyl)-5-[(4-chlorophenyl)methyl]-8-fluoro-1,1-dioxo-2,3-dihydro-1λ6,5-benzothiazepine-4-One N[C@H]1CS(C2=C(N(C1=O)CC1=CC=C(C=C1)Cl)C=C(C(=C2)F)C=2C=NC(=C(C2)C(C)(C)C)C)(=O)=O